(E)-3-(2,5-difluorophenyl)acrylohydrazide FC1=C(C=C(C=C1)F)/C=C/C(=O)NN